2-(5-chloro-2-methyl-1H-indol-3-yl)ethan-1-ol ClC=1C=C2C(=C(NC2=CC1)C)CCO